1,2-phenylene diisocyanate C=1(C(=CC=CC1)N=C=O)N=C=O